ClC=1C=C(C(=O)N2CC3CN(CC(C3C2)C(=O)OCC)C(CC2=CNC3=CC(=CC=C23)OC)=O)C=CC1Cl ethyl 2-(3,4-dichlorobenzoyl)-5-(2-(6-methoxy-1H-indol-3-yl)acetyl)octahydro-1H-pyrrolo[3,4-c]pyridine-7-carboxylate